(8r,9r)-5-fluoro-8-(4-fluorophenyl)-9-(1-methyl-2,4-imidazolindione-3-yl)-8,9-dihydro-2H-pyrido[4,3,2-de]phthalazin-3(7H)-one FC=1C=C2C=3C(=NNC(C3C1)=O)[C@@H]([C@H](N2)C2=CC=C(C=C2)F)N2C(N(CC2=O)C)=O